C(C)(C)(C)OC(N(C)CCCl)=O.O(C1=CC=CC=C1)C1=C(C=CC=C1)OC1=CC=CC=C1 diphenoxybenzene tert-butyl-(2-chloroethyl)(methyl)carbamate